ClC1=C(C=NN(C1=O)C1CCC(CC1)N1C(N(C2=C1C=CC=C2)C)=O)NC[C@@H]2COCCC2 1-[4-[5-chloro-6-oxo-4-[[(3R)-tetrahydropyran-3-yl]methylamino]pyridazin-1-yl]cyclohexyl]-3-methyl-benzimidazol-2-one